(3R,4R,5S)-1-[7-(acetyloxy)-3-amino-6,7-dihydro-5H-cyclopenta[b]pyridin-4-yl]-3-[(tert-butoxycarbonyl)amino]-5-methylpiperidin-4-yl acetate C(C)(=O)O[C@H]1[C@@H](CN(C[C@@H]1C)C1=C2C(=NC=C1N)C(CC2)OC(C)=O)NC(=O)OC(C)(C)C